tert-Butyl N-[tetrahydrofuran-3-ylideneamino]carbamate O1CC(CC1)=NNC(OC(C)(C)C)=O